4-Bromo-3-(2-(2-hydroxyethoxy)ethoxy)-2-oxo-2H-pyran-6-carboxylic acid BrC1=C(C(OC(=C1)C(=O)O)=O)OCCOCCO